(4-(2-(piperidin-4-ylmethoxy)ethyl)piperidin-1-yl)methanone N1CCC(CC1)COCCC1CCN(CC1)C=O